C1(CC1)C=1N=NN(C1)[C@H](C(=O)N1[C@@H](C[C@H](C1)O)C(=O)NC1CN(CC1)C1=CC(=C(C=C1)Cl)Cl)C(C)(C)C (2S,4r)-1-[(2S)-2-(4-cyclopropyl-triazol-1-yl)-3,3-dimethyl-butyryl]-N-[1-(3,4-dichlorophenyl)pyrrolidin-3-yl]-4-hydroxy-pyrrolidine-2-carboxamide